C(CCCCCC(C)C)OC(=O)C1C(CC(CC1)C(=O)OCCCCCCC(C)C)C(=O)OCCCCCCC(C)C 1,2,4-cyclohexanetricarboxylic acid triisononyl ester